ClC=1C=C(C=C2C=C(N=CC12)NC(=O)[C@H]1[C@@H](C1)C#N)B(O)O trans-8-chloro-3-(2-cyanocyclopropanecarboxamido)isoquinol-6-ylboronic acid